N-((3-methylpyridin-2-yl)carbamothioyl)benzamide CC=1C(=NC=CC1)NC(=S)NC(C1=CC=CC=C1)=O